NN1C(=NC(=C1C(=O)O)C1=CC=C(C=C1)C(NC1=NC=CC(=C1)C1=CC=C(C=C1)Cl)=O)[C@H]1N(CCCC1)C(=O)OC(C)(C)C (S)-1-amino-2-(1-(tert-butoxycarbonyl)piperidin-2-yl)-4-(4-((4-(4-chlorophenyl)pyridin-2-yl)carbamoyl)phenyl)-1H-imidazole-5-carboxylic acid